COC([C@@H](NC([C@@H](NC(=O)C=1N=C(SC1C)C1=CC=C(C=C1)NC(=O)OC(C)(C)C)COC(C)=O)=O)CO[Si](C1=CC=CC=C1)(C1=CC=CC=C1)C(C)(C)C)=O N-(O-acetyl-N-(2-(4-((tert-butoxycarbonyl)amino)phenyl)-5-methylthiazole-4-carbonyl)seryl)-O-(tert-butyldiphenylsilyl)-L-serine methyl ester